ClC1=C(C=C(C=C1)N(C(=O)C1N(NC(C1)=O)C1=NC(=CC(=N1)C)C(F)(F)F)C([2H])([2H])[2H])C N-(4-chloro-3-methylphenyl)-N-(methyl-d3)-2-(4-methyl-6-(trifluoromethyl)pyrimidin-2-yl)-5-oxopyrazolidine-3-carboxamide